BrC1=C(C2=C(C(N3[C@@H](CO2)CN(CC3)C(=O)OC(C)(C)C)=O)C=C1O)F tert-butyl (12aR)-9-bromo-10-fluoro-8-hydroxy-6-oxo-3,4,12,12a-tetrahydro-6H-pyrazino[2,1-c][1,4]benzoxazepine-2(1H)-carboxylate